3-(6'-bromohexyl)thiophene BrCCCCCCC1=CSC=C1